allyl (6aS)-3,6-dihydroxy-2-methoxy-14-oxo-6,6a,7,12-tetrahydrobenzo-[5,6][1,4]diazepino[1,2-b]isoquinoline-5(14H)-carboxylate OC=1C(=CC2=C(N(C([C@H]3N(CC4=CC=CC=C4C3)C2=O)O)C(=O)OCC=C)C1)OC